N1N=CC(=C1)C=1C=C(OC2=CC=C(N=N2)N2CCC(CC2)N)C=CC1 1-(6-(3-(1H-pyrazol-4-yl)phenoxy)pyridazin-3-yl)piperidin-4-amine